2-(2,6-dioxopiperidin-3-yl)-4-hydroxy-7-nitroisoindoline-1,3-dione O=C1NC(CCC1N1C(C2=C(C=CC(=C2C1=O)O)[N+](=O)[O-])=O)=O